3-Benzyloxycyclobutane C(C1=CC=CC=C1)OC1CCC1